ClC=1C(=NC(=C(C(=O)NC2=CC(=C(C=C2)OC)C(N)=NO)C1)N1CCC(CCC1)(F)F)C 5-chloro-2-(4,4-difluoroazepan-1-yl)-N-(3-(N'-hydroxyamidino)-4-methoxyphenyl)-6-methylnicotinamide